N-(5-Bromopyridin-2-yl)-4-(imidazo[1,2-a]pyridin-3-yl)pyrimidin-2-amine BrC=1C=CC(=NC1)NC1=NC=CC(=N1)C1=CN=C2N1C=CC=C2